BrC=1C=C2C(=NC1OC)OCCC2 6-bromo-7-methoxy-3,4-dihydro-2H-pyrano[2,3-b]pyridine